(3,6-dichloro-2-methoxy-phenyl)-2,2-difluoro-acetic acid methyl ester COC(C(F)(F)C1=C(C(=CC=C1Cl)Cl)OC)=O